1-(1-cyclopropylethyl)-1H-indazole-3-carboxylic acid C1(CC1)C(C)N1N=C(C2=CC=CC=C12)C(=O)O